porphyrin zinc-ruthenium [Ru].[Zn].C12=CC=C(N1)C=C1C=CC(=N1)C=C1C=CC(N1)=CC=1C=CC(N1)=C2